tripotassium ethylenediamine tetraacetate dihydrate O.O.C(C)(=O)ON(CCN(OC(C)=O)OC(C)=O)OC(C)=O.[K].[K].[K]